5-((1R,3r,5S)-(3-((5-cyclopropyl-3-(2,6-dichlorophenyl)isoxazol-4-yl)methoxy)-8-azabicyclo[3.2.1]octan-8-yl)-1,2,4-oxadiazol-3-yl)pyridine-2-carboxylic acid C1(CC1)C1=C(C(=NO1)C1=C(C=CC=C1Cl)Cl)COC1C[C@H]2CC[C@@H](C1)N2C2=NC(=NO2)C=2C=CC(=NC2)C(=O)O